(3,4-dihydroxyphenyl)alanine OC=1C=C(C=CC1O)N[C@@H](C)C(=O)O